methyl-bis(trimethylsiloxy)silylpropyl-glycerol methacrylate C(C(=C)C)(=O)OC(C(O)CO)CCC[Si](O[Si](C)(C)C)(O[Si](C)(C)C)C